ClC1=CC=C(C=N1)CN(C1=NC(OC1)=O)CC(F)F 4-{[(6-chloropyridin-3-yl)methyl](2,2-Difluoroethyl)amino}-1,3-oxazol-2(5H)-one